(1,1-difluoro-2-methoxyethyl)-3-(1H-imidazol-5-yl)-2-(3-(trifluoromethyl)-1H-1,2,4-triazol-5-yl)imidazo[1,2-a]pyrimidine FC(COC)(F)C1=CC=NC=2N1C(=C(N2)C2=NC(=NN2)C(F)(F)F)C2=CN=CN2